3-Hexylacetat CCC(CCC)OC(C)=O